CC1=C(C=CC=C1NC(=O)C1=CC(=C(C=N1)CN[C@@H](CC(=O)O)CO)OC)C1=C(C(=CC=C1)NC(=O)C1=CC(=C(C=N1)CN[C@@H](CC(=O)O)CO)OC)C (3S,3'S)-3,3'-((((((2,2'-dimethyl-[1,1'-biphenyl]-3,3'-diyl)bis(azanediyl))bis(carbonyl))bis(4-methoxypyridine-6,3-diyl))bis(methylene))bis(azanediyl))bis(4-hydroxybutanoic acid)